(1-phenyl-indenyl)cyclopentadienyl-zirconium dichloride [Cl-].[Cl-].C1(=CC=CC=C1)C1C(=CC2=CC=CC=C12)[Zr+2]C1C=CC=C1